(R)-1-((3-(2-(1-((5-bromo-2-nitropyridin-3-yl)oxy)ethyl)-4-fluorophenyl)-1-methyl-1H-pyrazol-4-yl)methyl)-4-(cyclopropylmethyl)-N,N-dimethyl-1H-imidazole-2-carboxamide BrC=1C=C(C(=NC1)[N+](=O)[O-])O[C@H](C)C1=C(C=CC(=C1)F)C1=NN(C=C1CN1C(=NC(=C1)CC1CC1)C(=O)N(C)C)C